FC(C1=CC=C(C2=CC=CC=C12)B(O)O)F 1-(DIFLUOROMETHYL)NAPHTHALENE-4-BORONIC ACID